BrCCCCCCCCOC1=C(C=C2C(=NC=NC2=C1)NC1=CC(=C(C=C1)F)Cl)OCCCN1C=COC=C1 7-[(8-bromooctyl)oxy]-4-[(3-chloro-4-fluorophenyl)amino]-6-{[3-(1,4-oxazin-4-yl)propyl]oxy}quinazoline